ClC=1C=C2C=C(C=NC2=C(C1)C=1SC2=C(N1)C=CC1=C2OC[C@@H](O1)CO)OC (S)-(2-(6-chloro-3-methoxyquinolin-8-yl)-7,8-dihydro-[1,4]dioxino[2',3':3,4]benzo[1,2-d]thiazol-7-yl)methanol